(5-imino-4,5-dihydro-1,3,4-oxadiazole-2-yl)dinitromethane N=C1NN=C(O1)C([N+](=O)[O-])[N+](=O)[O-]